ethyl 4-(3-bromo-4-(4-methylpentanoyloxy)phenyl)-6-methyl-2-oxo-1,2,3,4-tetrahydropyrimidine-5-carboxylate BrC=1C=C(C=CC1OC(CCC(C)C)=O)C1NC(NC(=C1C(=O)OCC)C)=O